(9-bromo-imidazo[2,1-a]phthalazin-6-yl)-[1-(3-difluoromethyl-2-fluoro-phenyl)-ethyl]-amine BrC1=CC=C2C(=NN3C(C2=C1)=NC=C3)NC(C)C3=C(C(=CC=C3)C(F)F)F